FC1=C(C(=O)O)C=C(C=C1C(F)(F)F)CC1=NNC(C2=CC=CC=C12)=O 2-fluoro-3-trifluoromethyl-5-((4-oxo-3,4-dihydro-phthalazin-1-yl)methyl)benzoic acid